6-(1-(8-(cyclobutylmethyl)-8-azabicyclo[3.2.1]octan-3-yl)piperidin-4-yl)-8-methyl-2-(4-(methylsulfonyl)phenyl)imidazo[1,2-a]pyridine C1(CCC1)CN1C2CC(CC1CC2)N2CCC(CC2)C=2C=C(C=1N(C2)C=C(N1)C1=CC=C(C=C1)S(=O)(=O)C)C